NC1=CN=CN(C1=O)CC1=C(C=C2[C@](NC(NC2=C1)=O)(C(F)(F)F)C#CC1CC1)Cl (S)-7-((5-amino-6-oxopyrimidin-1(6H)-yl)methyl)-6-chloro-4-(cyclopropylethynyl)-4-(trifluoromethyl)-3,4-dihydroquinazolin-2(1H)-one